3-(2-(methylsulfonyl)ethoxy)azetidine hydrochloride Cl.CS(=O)(=O)CCOC1CNC1